C(C1=CC=CC=C1)OC=1C=C(C=C2C=CC=NC12)F 8-benzyloxy-6-fluoroquinoline